C(C)(C)(C)OC(NC1=NC=C(C=C1C)NC(C(=O)N1[C@H](CC[C@@H](C1)C)C1=CC=C(C=C1)C=1SC=CN1)=O)=O.C(C1=CC=CC=C1)OC1=NC=NC(=C1OCC1=CC=CC=C1)CI |r| 4,5-dibenzyloxy-6-(iodoMethyl)pyrimidine rac-tert-Butyl-N-[3-methyl-5-[[2-[(2R,5S)-5-methyl-2-(4-thiazol-2-ylphenyl)-1-piperidyl]-2-oxo-acetyl]amino]-2-pyridyl]carbamate